bis(dibenzothiophen-2-yl)-N,N'-diphenylpyrene-1,6-diamine C1=C(C=CC=2SC3=C(C21)C=CC=C3)C=3C(=C(C=2C=CC1=CC=C(C=4C=CC3C2C41)NC4=CC=CC=C4)NC4=CC=CC=C4)C4=CC1=C(SC2=C1C=CC=C2)C=C4